COC(C(C(=O)OC)C1=CC(=NC(=C1)Cl)Cl)=O 2-(2,6-dichloropyridin-4-yl)malonic acid 1,3-dimethyl ester